ClC1=C(C=CC(=C1)NC(CCCCCCCCCCCCC)=O)C1=CC(OC2=CC(=CC=C12)[C@@H](C(=O)N1C[C@H](CCC1)C(=O)O)C=O)=O (3S)-1-[(2R)-2-[4-[2-chloro-4-(tetradecanamido)phenyl]-2-oxo-chromen-7-yl]oxopropionyl]piperidine-3-carboxylic acid